(S)-N-((R)-(4-chlorophenyl)(6-(difluoromethyl)-5-fluoropyridin-2-yl)methyl)-2-oxooxazolidine-5-carboxamide ClC1=CC=C(C=C1)[C@@H](NC(=O)[C@@H]1CNC(O1)=O)C1=NC(=C(C=C1)F)C(F)F